CC1(CC(C=2C=CC=NC2C1)=O)C 7,7-dimethyl-7,8-dihydroquinolin-5(6H)-one